CN(C(OC(C)(C)C)=O)C1CCC(CC1)CSC tert-Butyl N-methyl-N-[(1s,4s)-4-[(methylsulfanyl)methyl]cyclohexyl]carbamate